C1(CCCC2=CC=CC=C12)C1=CC(=NC=C1)C(=O)N 4-tetrahydronaphthalen-1-yl-pyridine-2-carboxamide